2-amino-6-(4-((benzyloxy)carbonyl)piperazin-1-yl)-5-methoxy-1H-indole-3-carboxylic acid ethyl ester C(C)OC(=O)C1=C(NC2=CC(=C(C=C12)OC)N1CCN(CC1)C(=O)OCC1=CC=CC=C1)N